24-methyl-pentacosanoic acid CC(CCCCCCCCCCCCCCCCCCCCCCC(=O)O)C